3,5-difluoro-4-[1-methyl-4-(trifluoromethyl)imidazol-2-yl]benzaldehyde FC=1C=C(C=O)C=C(C1C=1N(C=C(N1)C(F)(F)F)C)F